BrC=1C=CC=2C(N(C3=CC=CC1C23)C2C(N(C(C2)=O)CC2=CC=C(C=C2)OC)=O)=O 3-(5-bromo-2-oxobenzo[cd]indol-1(2H)-yl)-1-(4-methoxybenzyl)pyrrolidine-2,5-dione